FC(OC1=C(C(=CC=C1)F)B(O)O)F 2-(DIFLUOROMETHOXY)-6-FLUOROPHENYLBORONIC ACID